3-((2,4-dichlorophenoxy)methyl)-2-methoxybenzoic acid ClC1=C(OCC=2C(=C(C(=O)O)C=CC2)OC)C=CC(=C1)Cl